aminomethanesulfonic acid sodium salt [Na+].NCS(=O)(=O)[O-]